NC1=CC=C(C=N1)C#CC1=CC=C2CN(C(C2=C1)=O)[C@@H](C(=O)NC=1SC=CN1)C1=NC=CC=C1OC |r| (2RS)-2-[6-[2-(6-amino-3-pyridinyl)ethynyl]-1-oxo-isoindolin-2-yl]-2-(3-methoxy-2-pyridinyl)-N-thiazol-2-yl-acetamide